tert-Butyl 2-(6-oxo-2,7-diazaspiro[4.6]undecan-2-yl)pyridine-4-carboxylate O=C1C2(CCN(C2)C2=NC=CC(=C2)C(=O)OC(C)(C)C)CCCCN1